isopropyl-6-bromopyridin-3-ol C(C)(C)C1=NC(=CC=C1O)Br